BrC=1N=CC=2N(C1)C(=CN2)CN(CCC2=CC=C(C=C2)NC(=O)C2=C(C=C(C(=C2)OC)OC)NC(=O)C=2OC1=CC=CC=C1C(C2)=O)CC=2C=NC=CC2 N-(2-((4-(2-(((6-Bromoimidazo[1,2-a]pyrazin-3-yl)methyl)(pyridin-3-ylmethyl)amino)ethyl)phenyl)carbamoyl)-4,5-dimethoxyphenyl)-4-oxo-4H-chromene-2-carboxamide